7-Chloro-2,3-dihydro-1H-isoindol-1-one ClC=1C=CC=C2CNC(C12)=O